3,5-dicarboxyphenyl-diphenyl-phosphine oxide C(=O)(O)C=1C=C(C=C(C1)C(=O)O)P(C1=CC=CC=C1)(C1=CC=CC=C1)=O